ethyl-5-chloropyrazole methyl-2-(4-(3-(3-fluoro-2-methylphenyl)-2-(methoxycarbonyl)acryloyl)cyclohexyl)oxazole-4-carboxylate COC(=O)C=1N=C(OC1)C1CCC(CC1)C(C(=CC1=C(C(=CC=C1)F)C)C(=O)OC)=O.C(C)C1=NNC(=C1)Cl